ClC=1C(=C(C=CC1F)[C@@H](C[C@@H]1CC[C@@H](CC1)C(F)(F)F)NC(=O)[C@H]1NC(NC1)=O)F (S)-N-((R)-1-(3-chloro-2,4-difluorophenyl)-2-((cis)-4-(trifluoromethyl)cyclohexyl)ethyl)-2-oxoimidazolidine-4-carboxamide